NC(CC(=O)N(C(C)C)C1=CC=C(C=C1)NC1=CC=CC=C1)C 3-amino-N-(4-anilinophenyl)-N-isopropyl-butanamide